O[C@H]1CNCC[C@@H]1CNC1=NN2C(N=CC=C2NCC2=C(C=CC=C2)C(C(=O)N)=CC)=C1C(C)C ((((((((3R,4R)-3-hydroxypiperidin-4-yl)methyl)amino)-3-isopropylpyrazolo[1,5-a]pyrimidin-7-yl)amino)methyl)Phenyl)but-2-enamide